P([O-])([O-])=O.[Li+].[Fe+2].ClC1=C(C=C(OCC(=O)NC23CC(C2)(C3)NC(COC3=NC=C(C=C3)C#N)=O)C=C1)F 2-(4-chloro-3-fluorophenoxy)-N-(3-{2-[(5-cyanopyridin-2-yl)oxy]acetamido}bicyclo[1.1.1]pentan-1-yl)acetamide iron lithium phosphonate